C(CCCCC)NCCCCCC Dihexyl-amine